C(C)(C)(C)S(=O)(=O)C1=CN=C2N1C=C(C=C2)NC(C2=C(C=C(C=C2)NS(=O)(=O)CCO)N2CCC1(CC1)CC2)=O N-(3-(tert-butylsulfonyl)imidazo[1,2-a]pyridin-6-yl)-4-((2-hydroxyethyl)sulfonamido)-2-(6-azaspiro[2.5]octan-6-yl)benzamide